N-(2-{5-[5-(trifluoromethyl)-1,2,4-oxadiazol-3-yl]pyridin-2-yl}-1-[3-(trifluoromethyl)phenyl]ethyl)pyridine-2-carboxamide FC(C1=NC(=NO1)C=1C=CC(=NC1)CC(C1=CC(=CC=C1)C(F)(F)F)NC(=O)C1=NC=CC=C1)(F)F